Tributyl-(1-cyclopropylvinyl)stannane C(CCC)[Sn](C(=C)C1CC1)(CCCC)CCCC